O=C1N(CC2=CC(=CC=C12)C1CCN(CC1)C(CC)C1=CN=NC=C1)C1C(NC(CC1)=O)=O 3-(1-oxo-5-(1-(1-(pyridazin-4-yl)propyl)piperidin-4-yl)isoindolin-2-yl)piperidine-2,6-dione